BrC=1C=C2C3(CN(C2=CC1)C(C)CCCC=O)CCC3 5'-bromo-1'-(Oxohexan-2-yl)spiro[cyclobutane-1,3'-indole]